(R)-2-(2-fluoro-4-(pyrrolidin-2-yl)phenyl)-N-(3-(4-fluoropiperidin-1-yl)propyl)benzo[d]imidazo[2,1-b]thiazole-7-carboxamide dihydrochloride Cl.Cl.FC1=C(C=CC(=C1)[C@@H]1NCCC1)C=1N=C2SC3=C(N2C1)C=CC(=C3)C(=O)NCCCN3CCC(CC3)F